2-fluoro-4-nitropyridine nitrogen [N].FC1=NC=CC(=C1)[N+](=O)[O-]